CC(CCOC(C(Br)(Br)Br)=O)=C tribromoacetic acid (3-methyl-3-butenyl) ester